C-(3-methyl-oxetan-3-yl)-methylamine CC1(COC1)CN